ClC1=C(C(=CC(=C1)F)F)C=1C(=NN(C1NC1=C(C=C(C=C1)C)[N+](=O)[O-])C)C 4-(2-Chloro-4,6-difluorophenyl)-1,3-dimethyl-N-(4-methyl-2-nitrophenyl)-1H-pyrazol-5-amine